FC1=C(C=C(C=C1)NC(=O)[C@@H]1[C@@H]([C@H]2CC[C@@H]1C2)NC(=O)C2=C(C=CC=1N=C(SC12)OCC(=O)O)OC)C(F)(F)F 2-((7-(((1S,2R,3S,4R)-3-((4-Fluoro-3-(trifluoromethyl)phenyl)carbamoyl)bicyclo[2.2.1]heptan-2-yl)carbamoyl)-6-methoxybenzo[d]thiazol-2-yl)oxy)acetic acid